1-methyl-1H-pyrazole-5-Formamide CN1N=CC=C1C(=O)N